isopropyl (S)-6-diazo-2-((S)-2-hydroxy-2-(thiophen-3-yl)acetamido)-5-oxohexanoate [N+](=[N-])=CC(CC[C@@H](C(=O)OC(C)C)NC([C@H](C1=CSC=C1)O)=O)=O